N-(9-((2R,3R,4S,5R)-5-((bis(4-methoxyphenyl)(phenyl)-methoxy)methyl)-4-((tert-butyldimethylsilyl)oxy)-3-hydroxytetrahydrothiophen-2-yl)-6-oxo-6,9-dihydro-1H-purin-2-yl)isobutyramide COC1=CC=C(C=C1)C(OC[C@@H]1[C@H]([C@H]([C@@H](S1)N1C=2N=C(NC(C2N=C1)=O)NC(C(C)C)=O)O)O[Si](C)(C)C(C)(C)C)(C1=CC=CC=C1)C1=CC=C(C=C1)OC